dicyclohexyl-(2',6'-dimethoxy[biphenyl]-2-yl)phosphine bis(4-(methylsulfonyl)benzyl)carbonate CS(=O)(=O)C1=CC=C(COC(OCC2=CC=C(C=C2)S(=O)(=O)C)=O)C=C1.C1(CCCCC1)P(C1=C(C=CC=C1)C1=C(C=CC=C1OC)OC)C1CCCCC1